8-(2,4-difluorophenyl)-2,3-dimethyl-6-((2s,6r)-2-methyl-6-(2-methylpyridin-4-yl)morpholino)pyrido[3,4-d]pyrimidin-4(3H)-one FC1=C(C=CC(=C1)F)C1=NC(=CC2=C1N=C(N(C2=O)C)C)N2C[C@@H](O[C@@H](C2)C2=CC(=NC=C2)C)C